C(C1=CC=CC=C1)OC(=O)N1[C@H](CN(CC1)C1=C(N=C2N1CCNC2)C(=O)OCC)CC#N ethyl (S)-3-(4-((benzyloxy)carbonyl)-3-(cyanomethyl)piperazin-1-yl)-5,6,7,8-tetrahydroimidazo[1,2-a]pyrazine-2-carboxylate